NC1=C2C(=NC=N1)N(N=C2C2=CC=C(C=C2)CNC(C2=C(C=CC=C2)OC)=O)[C@@H]2C=C[C@H](C2)O N-[[4-[4-amino-1-[(1S,4S)-4-hydroxycyclopent-2-en-1-yl]pyrazolo[3,4-d]pyrimidin-3-yl]phenyl]methyl]-2-methoxy-benzamide